C(C)OC(=O)C=1N(C=CN1)C=1SC(=CC1N)C(=O)OC 1-(3-amino-5-(methoxycarbonyl)thiophen-2-yl)-1H-imidazole-2-carboxylic acid ethyl ester